4-(2-cyano-7-((5-cyano-7-methyl-1H-indol-4-yl)methyl)-7-azaspiro[3.5]nonan-6-yl)-N-(oxetan-3-ylmethyl)benzamide C(#N)C1CC2(C1)CC(N(CC2)CC2=C1C=CNC1=C(C=C2C#N)C)C2=CC=C(C(=O)NCC1COC1)C=C2